sodium methionine caprate [O-]C(=O)CCCCCCCCC.N[C@@H](CCSC)C(=O)O.[Na+]